ClC=1C=C(C=2CCC(C2C1O)O)S(=O)(=O)NC1=C(C(=C(C=C1)F)C=1C=C2C=NC(=NC2=CC1)NC1CCN(CC1)CCO)F 6-chloro-N-(2,4-difluoro-3-(2-((1-(2-hydroxyethyl)piperidin-4-yl)amino)quinazolin-6-yl)phenyl)-1,7-dihydroxy-2,3-dihydro-1H-indene-4-sulfonamide